N1(CCOCC1)F morpholinyl fluoride